5-chloro-N-((1r,4r)-4-((3-(6-(isopropylamino)pyridin-3-yl)-2-oxo-2,3-dihydro-1H-benzo[d]imidazol-1-yl)methyl)cyclohexyl)-2-methylnicotinamide ClC=1C=NC(=C(C(=O)NC2CCC(CC2)CN2C(N(C3=C2C=CC=C3)C=3C=NC(=CC3)NC(C)C)=O)C1)C